5-(5-((((1aR,6bR)-5-fluoro-1a,6b-dihydro-1H-cyclopropa[b]benzofuran-6-yl)methyl)amino)-[1,2,4]triazolo[4,3-c]pyrimidin-8-yl)-2-methylbenzo[b]thiophene 1,1-dioxide FC=1C=CC2=C([C@@H]3[C@H](O2)C3)C1CNC1=NC=C(C=3N1C=NN3)C3=CC1=C(S(C(=C1)C)(=O)=O)C=C3